ClC1=C(C=CC=C1)NC(C1=CC=C(C=C1)NC1=NC(=NC=C1F)NC1=CC=C(C=C1)C(NC1CC(C1)N(C)CC1CCN(CC1)C1=CC=C(C=C1)C1C(NC(CC1)=O)=O)=O)=O N-(2-chlorophenyl)-4-((2-((4-((3-(((1-(4-(2,6-dioxopiperidin-3-yl)phenyl)piperidin-4-yl)methyl)(methyl)amino)cyclobutyl)carbamoyl)phenyl)amino)-5-fluoropyrimidin-4-yl)amino)benzamide